4-chlorobenzyl (S)-(4-(1-(2-methoxy-6-methylnicotinamido)eth-yl)phenyl)carbamate COC1=C(C(=O)N[C@@H](C)C2=CC=C(C=C2)NC(OCC2=CC=C(C=C2)Cl)=O)C=CC(=N1)C